FC1(CCC(CC1)[C@]1(C(NC2=C(C=CC=C12)C(F)(F)F)=O)C1=CC(=C(C=C1)B(O)O)F)F (S)-(4-(3-(4,4-difluorocyclohexyl)-2-oxo-7-(trifluoromethyl)indolin-3-yl)-2-fluoro-phenyl)boronic acid